Cl.NC=1SC2=C(N1)CC[C@@H](C2)N(CCC)CC2CCN(CC2)C(=O)C2=CC1=CC=CC=C1C=C2 (S)-(4-(((2-amino-4,5,6,7-tetrahydrobenzo[d]thiazol-6-yl)(propyl)amino)methyl)piperidin-1-yl)(naphthalen-2-yl)methanone hydrochloride